[N+](=O)([O-])C1=CC=C(OP(=O)(OC2=CC=CC=C2)N[C@H](C)C(=O)OC(C)C)C=C1 isopropyl ((4-nitrophenoxy)(phenoxy)phosphoryl)-D-alaninate